3-methyl-azaCyclobutane-1-carboxylic acid tert-butyl ester C(C)(C)(C)OC(=O)N1CC(C1)C